n-propyl-butyl ether C(CC)OCCCC